2-[4-Chlorophenyl]-2-fluoro-propionic acid ClC1=CC=C(C=C1)C(C(=O)O)(C)F